cyclohexyl-2-(3-pyridyl)indazole-4-carboxamide C1(CCCCC1)C=1N(N=C2C=CC=C(C12)C(=O)N)C=1C=NC=CC1